Cl.Cl.F\C(=C/CN)\CS(=O)(=O)C=1C=NC(=CC1)C (Z)-3-fluoro-4-(6-methylpyridin-3-ylsulfonyl)but-2-en-1-amine dihydrochloride